BrC1=CC(=C2C(NN=C(C2=C1)CN1C(C2=CC=CC=C2C1=O)=O)=O)OC(F)F ((7-bromo-5-(difluoromethoxy)-4-oxo-3,4-dihydro-phthalazin-1-yl)methyl)isoindoline-1,3-dione